BrC=1C=C(C=2N(C1)C(=C(N2)C(C)C)C(C(C)C)=O)F 1-(6-Bromo-8-fluoro-2-isopropylimidazo[1,2-a]pyridin-3-yl)-2-methyl-1-propanone